8-(benzyloxy)-5-(3,4-dihydroisoquinolin-2(1H)-yl)-4-methyl-4,5-dihydronaphtho[3,2,1-cd]indole C(C1=CC=CC=C1)OC=1C=C2C=C3C(N(C=4C=CC=C(C34)C2=CC1)C)N1CC2=CC=CC=C2CC1